(((1-(5-chloropyridin-2-yl)ethoxy)methanesulfonyl)amino)amine ClC=1C=CC(=NC1)C(C)OCS(=O)(=O)NN